ClC=1C=C(C=C(C1)Cl)C=1C(=NC(=NC1CC)N)N 5-(3,5-dichlorophenyl)-6-ethylpyrimidine-2,4-diamine